C(C)(C)(C)OC(=O)N[C@H](C(=O)O)CC1=C(C=C(C=C1)F)C#N (S)-2-((tert-butoxycarbonyl)amino)-3-(2-cyano-4-fluorophenyl)propionic acid